ClC1=NN(C(C=C1C1=CC=CC=C1)=O)CC(=O)NC1CC(C1)(C)O 2-(3-chloro-6-oxo-4-phenylpyridazin-1(6H)-yl)-N-(cis-3-hydroxy-3-methylcyclobutyl)acetamide